C(C)C1=CC(=C(C=C1)\N=N\C1=CC=C(C=C1)S(=O)(=O)[O-])O.[Na+] Sodium 4-[(E)-(4-ethyl-2-hydroxy-phenyl) azo]-benzene-sulfonate